N1N=CC2=C1CC(CCCCC2=O)=O pyrazolocyclononane-4,9-dione